tert-butyl 6-formyl-1H-indole-1-carboxylate C(=O)C1=CC=C2C=CN(C2=C1)C(=O)OC(C)(C)C